C1=NNC(=O)C(=C1N)Cl The molecule is a heteroaryl hydroxy compound that is pyridazin-3-ol substituted by an amino group at position 5 and a chloro group at position 4. It is a metabolite of the herbicide chloridazone. It has a role as a marine xenobiotic metabolite. It is a member of pyridazines, an organochlorine compound, a heteroaryl hydroxy compound and a primary arylamine.